BrC=1C=CC2=C(N=C(O2)NCC2=C(C=C(C=C2)OC)OC)C1 5-bromo-N-(2,4-dimethoxybenzyl)benzo[d]oxazol-2-amine